[3-(propylsulfanylmethyl)azetidine-1-carbonyl]-4-(trifluoromethyl)-2-[4-(trifluoromethyl)-phenyl]benzonitrile C(CC)SCC1CN(C1)C(=O)C=1C(=C(C#N)C=CC1C(F)(F)F)C1=CC=C(C=C1)C(F)(F)F